C(C)(C)(C)OC(=O)N1CC(CCC1)(C(=O)O)CCC1=CC(=CC=C1)C(F)(F)F 1-(tert-butoxycarbonyl)-3-(3-(trifluoromethyl)phenethyl)piperidine-3-carboxylic acid